C(C)(C)(C)OC(=O)N1CCN(CC1)C1=CC=C(C=N1)B(O)O 6-(4-(tert-butoxycarbonyl)piperazin-1-yl)pyridine-3-boronic acid